C(CCCCCCCCCCC)(N)(N)N dodecanetriamine